CC1([C@@H](CCC1)OC1=C(N)C=C(C(=C1)F)N1N=NN=C1)C (R)-2-((2,2-dimethylcyclopentyl)oxy)-4-fluoro-5-(tetrazol-1-yl)aniline